[F-].C(C=C)(=O)OCCCC[N+](C)(C)CC1=CC=CC=C1 acryloyloxybutylbenzyldimethyl-ammonium fluoride